NC[C@@H](C1=CC=C(C=C1)OCC(CCC)C)NC([C@@H](C)C1=CC=CC=C1)=O (2S)-N-((1R)-2-amino-1-(4-(2-methylpentyloxy)-phenyl)ethyl)-2-phenylpropanamide